(S)-(5-(1-(difluoromethyl)-1H-pyrazol-4-yl)-1,3,4-oxadiazol-2-yl)(4-(7-(trifluoromethyl)pyrazolo[1,5-a]pyridin-2-yl)-6,7-dihydro-1H-imidazo[4,5-c]pyridin-5(4H)-yl)methanone FC(N1N=CC(=C1)C1=NN=C(O1)C(=O)N1[C@@H](C2=C(CC1)NC=N2)C2=NN1C(C=CC=C1C(F)(F)F)=C2)F